1-(4-((4-((2-fluoro-4-((4-(2-methylpyrimidin-5-yl)thiazol-2-yl)oxy)phenyl)amino)-7-methoxyquinazolin-6-yl)amino)piperidin-1-yl)prop-2-en-1-one FC1=C(C=CC(=C1)OC=1SC=C(N1)C=1C=NC(=NC1)C)NC1=NC=NC2=CC(=C(C=C12)NC1CCN(CC1)C(C=C)=O)OC